Cl.NCC=1C(NC(=CC1CCC)C)=O 3-(aminomethyl)-6-methyl-4-propylpyridin-2(1H)-one hydrochloride